CN1C2=C(C(=CC1=O)C(=O)OC)SC(=C2)C=2C=C1CCCN3C1=C(C2)CCC3 Methyl 4-methyl-5-oxo-2-(2,3,6,7-tetrahydro-1H,5H-pyrido[3,2,1-ij]quinolin-9-yl)-4,5-dihydrothieno[3,2-b]pyridine-7-carboxylate